1-cyclopropyl-6-fluoro-7-methoxy-3-({[(3s)-1-(6-methylpyridin-3-yl)piperidin-3-yl][(2-methylpyridin-4-yl)methyl]amino}methyl)-1,4-dihydroquinolin-4-one C1(CC1)N1C=C(C(C2=CC(=C(C=C12)OC)F)=O)CN(CC1=CC(=NC=C1)C)[C@@H]1CN(CCC1)C=1C=NC(=CC1)C